(1s,4s)-N-(3-methoxy-4-methylphenyl)-4-(4-methyl-6-(2-(methylamino)ethoxy)-1-oxoisoindolin-2-yl)cyclohexanecarboxamide COC=1C=C(C=CC1C)NC(=O)C1CCC(CC1)N1C(C2=CC(=CC(=C2C1)C)OCCNC)=O